Cl.Cl.Cl.N1C=NC=C1 imidazole Tris-HCl